(S)-2-((2-((R)-4-methoxy-2-carbonylpyrrolidin-1-yl)-5,6-dihydrobenzo[f]imidazo[1,2-d][1,4]oxazepin-9-yl)amino)propanamide CO[C@@H]1CC(N(C1)C=1N=C2N(CCOC3=C2C=CC(=C3)N[C@H](C(=O)N)C)C1)=C=O